NC1=NN2C(C=C(C=C2)C=2C=C(C(=C(OCCC(C(C)(O)C3=CC=C(C=C3)F)F)C2)F)F)=N1 racemic-5-(5-(2-amino-[1,2,4]triazolo[1,5-a]pyridin-7-yl)-2,3-difluorophenoxy)-3-fluoro-2-(4-fluorophenyl)pentan-2-ol